1-(tert-Butoxycarbonyl)-(4R)-2-((benzyloxy)methyl)-4-((trimethylsilyl)oxy)pyrrolidine-2-Carboxylic acid methyl ester COC(=O)C1(N(C[C@@H](C1)O[Si](C)(C)C)C(=O)OC(C)(C)C)COCC1=CC=CC=C1